O=C1C2(CCN(C2)C2=CC=C(C=N2)NC(C)=O)CCC(N1)=O N-(6-(6,8-dioxo-2,7-diazaspiro[4.5]decan-2-yl)pyridin-3-yl)acetamide